C(CCCCCCCCCCCCCCCCCCCCC)OP(=O)(O)O.C1(CC1)C(=O)NC1=NC=C(C(=O)NC([2H])([2H])[2H])C(=C1)NC1=CC=C2C=NN(C2=C1OC)C1CC1 6-(Cyclopropanecarboxamido)-4-((1-cyclopropyl-7-methoxy-1H-indazol-6-yl)amino)-N-(methyl-d3)nicotinamide mono-docosyl-phosphate